ClC1=CC=C(C=C1)[C@@](COC)(C)C=1N=C(SC1)NC(C1=C(C=C(C=C1F)N1CCNCC1)F)=O (S)-N-(4-(2-(4-chlorophenyl)-1-methoxypropan-2-yl)thiazol-2-yl)-2,6-difluoro-4-(piperazin-1-yl)benzamide